C(C1=CC=CC=C1)C=1NC=C(N1)C1=CC=CC2=CC=CC=C12 2-benzyl-4-(1-naphthyl)imidazole